((3-(trifluoromethyl)phenyl)sulfonyl)-3-(3,4,5-trimethoxyphenyl)-1H-pyrazole-5-carboxamide FC(C=1C=C(C=CC1)S(=O)(=O)N1N=C(C=C1C(=O)N)C1=CC(=C(C(=C1)OC)OC)OC)(F)F